C(CCC)OC(C[C@@H](C)O)=O R-(-)-3-hydroxybutyric acid butyl ester